D,L-gluconate O=C([C@H](O)[C@@H](O)[C@H](O)[C@H](O)CO)[O-] |r|